3-(6,7-Dichloro-1H-indol-2-yl)propanoic acid ClC1=CC=C2C=C(NC2=C1Cl)CCC(=O)O